F[C@@H]1[C@@H](C1)C(=O)NC1=NC=C2C=C(C=NC2=C1)C=1C=NC(=CC1C)C(CCC)O (1S,2S)-2-fluoro-N-(3-{6-[1-hydroxybutyl]-4-methylpyridin-3-yl}-1,6-naphthyridin-7-yl)cyclopropane-1-carboxamide